CC1=C(C=CC=C1COC=1C(=CC(=C(OCC=2C=C(C#N)C=CC2)C1)C=O)[N+](=O)[O-])C1=C(C(=CC=C1)C=1OC(=NN1)CN1CCOCC1)C 3-((5-((2,2'-dimethyl-3'-(5-(morpholinomethyl)-1,3,4-oxadiazol-2-yl)-[1,1'-biphenyl]-3-yl)methoxy)-2-formyl-4-nitrophenoxy)methyl)benzonitrile